OC1=C(C(=O)[O-])C(=CC(=C1[N+](=O)[O-])OC)O 2,6-dihydroxy-3-nitro-4-methoxybenzoate